2-chloro-4-(4-methoxypiperidin-1-yl)-6-(methylsulfanyl)pyridine ClC1=NC(=CC(=C1)N1CCC(CC1)OC)SC